COC(CNC(=O)C1=NC(=CN=C1O)C1=C(C=CC=C1)OCC)=O (3-hydroxy-6-(2-ethoxyphenyl)pyrazine-2-carbonyl)glycine methyl ester